C(C1=CC=CC=C1)N(C1=NC=CC2=C1NC(N2C2CCC1(OCCO1)CC2)=O)CC2=CC=CC=C2 4-(dibenzylamino)-1-(1,4-dioxaspiro[4.5]decan-8-yl)-1,3-dihydro-2H-imidazo[4,5-c]pyridin-2-one